(1S,2S,5R)-1-hydroxy-2-isopropyl-5-methyl-N-(2-pyrazin-2-ylethyl)cyclohexanecarboxamide O[C@@]1([C@@H](CC[C@H](C1)C)C(C)C)C(=O)NCCC1=NC=CN=C1